C(C1=CC=CC=C1)(=O)O[C@@H]1[C@](O[C@H]([C@@H]1OC(C1=CC=CC=C1)=O)N1C=CC2=C1N=CN=C2NC(C2=CC=CC=C2)=O)(CI)N=[N+]=[N-] (2S,3S,4R,5R)-2-azido-5-(4-benzamido-7H-pyrrolo[2,3-d]pyrimidin-7-yl)-2-(iodomethyl)tetrahydrofuran-3,4-diyl dibenzoate